BrC=1C(=CC=C2C(C(C(C12)=CC(C)(S(=O)N)C)(F)F)(F)F)F (7-bromo-2,2,3,3,6-pentafluoro-2,3-dihydro-1H-inden-1-ylidene)-2-methylpropane-2-sulfinamide